(R)-2-amino-5-(4-chlorophenyl)-4-oxo-4,5-dihydrofuran-3-yl-5-d propane-2-sulfonate CC(C)S(=O)(=O)OC1=C(O[C@](C1=O)([2H])C1=CC=C(C=C1)Cl)N